(3S)-3-(4-{2-[2-(2-methoxyethoxy)ethoxy]ethoxy}benzyl)-1,4,7,10-tetraazacyclododecane-2,6-dione COCCOCCOCCOC1=CC=C(C[C@H]2C(NCCNCCNC(CN2)=O)=O)C=C1